2-(4'-tert-amylbenzoyl)benzoic acid C(C)(C)(CC)C1=CC=C(C(=O)C2=C(C(=O)O)C=CC=C2)C=C1